C(C)(=O)N1C2=CC=C(C=C2NC=2C=C(C=CC12)O)O 10-acetyl-3,7-dihydroxyphenazine